C(C1=CC=CC=C1)OC=1C(=CC(=C(C1)CC(=O)NC1=CC(=NC=C1)C(=O)NC1(CC1)C(F)(F)F)F)C(CO)C 4-[[2-[5-Benzyloxy-2-fluoro-4-(2-hydroxy-1-methyl-ethyl)phenyl]acetyl]amino]-N-[1-(trifluoromethyl)cyclopropyl]pyridine-2-carboxamide